COC(=O)C1=CSC=2C1=NC(=CC2C(F)(F)F)N2CCC(CC2)O 5-(4-hydroxypiperidin-1-yl)-7-(trifluoromethyl)thieno[3,2-b]Pyridine-3-carboxylic acid methyl ester